ClC1=C(C=C(C=C1)N(C(/C=C/C(=O)OCC)=O)CC)C ethyl (E)-4-((4-chloro-3-methylphenyl) (ethyl) amino)-4-oxobut-2-enoate